2-(2-azidoethoxy)-2-methylpropan-1,3-diylbis(3-hydroxy-2-(hydroxymethyl)-2-methylpropan-oate) N(=[N+]=[N-])CCOC(CC(C(C(=O)[O-])(C)CO)O)(CC(C(C(=O)[O-])(CO)C)O)C